FC(C1=CC=C(C=C1)NC(NC1=CNC=2C1=NC(=CC2)N2CCN(CC2)C(=O)OC(C)(C)C)=O)(F)F tert-butyl 4-(3-(3-(4-(trifluoromethyl)phenyl)ureido)-1H-pyrrolo[3,2-b]pyridin-5-yl)piperazine-1-carboxylate